Cl.NC/C(/CN1N=C2N(C=C(C=C2)C=2C=C3CCC(NC3=C(C2)C)=O)C1=O)=C\F 6-{2-[(2E)-2-(aminomethyl)-3-fluoroprop-2-en-1-yl]-3-oxo-2,3-dihydro[1,2,4]triazolo[4,3-a]pyridin-6-yl}-8-methyl-3,4-dihydroquinolin-2(1H)-one hydrochloride